CC1(OB(OC1(C)C)C1=CC=C(C=C1)S(=O)(=O)N1CCC(CC1)NC1=NC=C(C=C1)C(F)(F)F)C N-(1-((4-(4,4,5,5-tetramethyl-1,3,2-dioxaborolan-2-yl)phenyl)sulfonyl)piperidin-4-yl)-5-(trifluoromethyl)pyridin-2-amine